CS(=O)(=O)C=1C=C(CNC2=NC(=NC=C2C(F)(F)F)NC2=CC=C(C=C2)S(=O)(=O)N)C=CC1 4-{[4-{[3-(methylsulfonyl)benzyl]amino}-5-(trifluoromethyl)pyrimidin-2-yl]amino}benzene-sulfonamide